3-[(1-{[(3S,4S)-1-benzyl-3-phenylpiperidin-4-yl]carbonyl}-4-hydroxypiperidin-4-yl)methyl]-3,7-dihydro-4H-pyrrolo[2,3-d]pyrimidin-4-one C(C1=CC=CC=C1)N1C[C@@H]([C@H](CC1)C(=O)N1CCC(CC1)(O)CN1C=NC2=C(C1=O)C=CN2)C2=CC=CC=C2